(Z)-N-(3-chlorophenyl)-3-((3,5-dimethyl-4-(1-methylpiperazine-4-carbonyl)-1H-pyrrol-2-yl)methylene)-N-methyl-2-oxoindoline-5-sulfonamide ClC=1C=C(C=CC1)N(S(=O)(=O)C=1C=C2/C(/C(NC2=CC1)=O)=C/C=1NC(=C(C1C)C(=O)N1CCN(CC1)C)C)C